tert-butyl 4-carbonyl-2-oxa-8-azaspiro[4.5]decane-8-carboxylate C(=O)=C1COCC12CCN(CC2)C(=O)OC(C)(C)C